9,10-bis(n-undecyloxycarbonyloxy)anthracene C(CCCCCCCCCC)OC(=O)OC=1C2=CC=CC=C2C(=C2C=CC=CC12)OC(=O)OCCCCCCCCCCC